N-(1-(3-chlorophenyl)cyclobutyl)-1,5,7-trimethyl-4-oxo-4,5-dihydro-1H-pyrrolo[3,2-c]pyridine-3-carboxamide ClC=1C=C(C=CC1)C1(CCC1)NC(=O)C1=CN(C2=C1C(N(C=C2C)C)=O)C